CN1CCN(CC1)C1=CC=C(C=C1)NC=1C=CC2=C(NC(C(=N2)NC2=CC(=C(C(=C2)OC)OC)OC)=O)N1 6-(4-(4-methylpiperazin-1-yl)phenylamino)-2-(3,4,5-trimethoxyanilino)pyrido[2,3-b]pyrazin-3(4H)-one